ClC1=CC=C(C=C1)SC1=CC=C(S1)CNC(OC(C)(C)C)=O tert-Butyl ((5-((4-chlorophenyl)thio)thiophen-2-yl)methyl)carbamate